4-(2-((3-(4-(piperazine-1-Yl)phenyl)prop-2-yn-1-yl)amino)ethyl)phenol N1(CCNCC1)C1=CC=C(C=C1)C#CCNCCC1=CC=C(C=C1)O